ClC1=C(C[C@H](N)C(=O)O)C=CC=C1Cl 2,3-dichloro-L-phenylalanine